C(=C)C1=CC=C(C=C1)C(C(CC)(C)O)=O 1-(4-ethenylphenyl)-2-hydroxy-2-methylbutan-1-one